C1(CC1)C(C=1C=C(C(=O)O)C=C(C1)C(F)(F)F)(F)F 3-[cyclopropyl(difluoro)methyl]-5-(trifluoromethyl)benzoic acid